2-{[4-(3-methoxy-1H-indazol-5-yl)-1-oxo-2,3-dihydro-1H-isoindol-2-yl]methyl}prop-2-enenitrile COC1=NNC2=CC=C(C=C12)C1=C2CN(C(C2=CC=C1)=O)CC(C#N)=C